P(=O)(OCC(C(O)CCC)O)([O-])[O-] propyl(2,3-dihydroxypropyl) phosphate